ClC=1C=C(NC2=NC=C(C(=N2)N[C@H](CO)C2=CC=CC=C2)C=2OC(=NN2)CC)C=CC1S(=O)(=O)C (2S)-2-[[2-(3-chloro-4-methylsulfonyl-anilino)-5-(5-ethyl-1,3,4-oxadiazol-2-yl)pyrimidin-4-yl]amino]-2-phenyl-ethanol